N-[2-(phenylsulfonyloxy)phenyl]-N'-[2-(p-toluenesulfonyloxy)phenyl]urea C1(=CC=CC=C1)S(=O)(=O)OC1=C(C=CC=C1)NC(=O)NC1=C(C=CC=C1)OS(=O)(=O)C1=CC=C(C)C=C1